(4-ethynylphenyl)methanol C(#C)C1=CC=C(C=C1)CO